ethyl 3-bromo-1H-pyrazolo[3,4-b]pyridine-4-carboxylate BrC1=NNC=2N=CC=C(C21)C(=O)OCC